methyl 3-(4-fluorobenzyl)-2-oxo-5-(trifluoromethyl)pyrrolidine-3-carboxylate FC1=CC=C(CC2(C(NC(C2)C(F)(F)F)=O)C(=O)OC)C=C1